aluminum Antimony [Sb].[Al]